4-(2-methyl-6,7-dihydro-5H-cyclopenta[d]pyrimidin-4-yl)-7-(trifluoromethoxy)-3,4-dihydroquinoxalin-2(1H)-one CC=1N=C(C2=C(N1)CCC2)N2CC(NC1=CC(=CC=C21)OC(F)(F)F)=O